3-Amino-8-(2-fluoro-6-methoxyphenyl)-N-(2-hydroxyethyl)imidazo[1,2-a]pyridine-2-carboxamide NC1=C(N=C2N1C=CC=C2C2=C(C=CC=C2OC)F)C(=O)NCCO